phosphonic acid diethyl(6-hydroxyhexyl)ester C(C)C(CCCCCOP(O)=O)(O)CC